C(C=C)N1COC2=C(C1)C(=CC=C2)C 3-allyl-5-methyl-3,4-dihydro-2H-benzo[e][1,3]oxazine